1-bromo-8-chloro-N-(1-cyanocyclopropyl)-3-(5-(trifluoromethyl)-1,3,4-thiadiazol-2-yl)imidazo[1,5-a]pyridin-6-sulfonamide BrC=1N=C(N2C1C(=CC(=C2)S(=O)(=O)NC2(CC2)C#N)Cl)C=2SC(=NN2)C(F)(F)F